(E)-6-(4-(diethylamino)but-2-enoyl)-4-(2-(1-ethyl-3-(trifluoromethyl)-1H-pyrazol-4-yl)phenyl)-4,5,6,7-tetrahydrothieno[2,3-c]pyridine-2-carbonitrile C(C)N(C/C=C/C(=O)N1CC2=C(C(C1)C1=C(C=CC=C1)C=1C(=NN(C1)CC)C(F)(F)F)C=C(S2)C#N)CC